ethyl 2-(2,2,2-trifluoroethyl)-4H,5H,6H-cyclopenta[c]pyrazole-5-carboxylate FC(CN1N=C2C(=C1)CC(C2)C(=O)OCC)(F)F